4-(2-methyl-4-nitrophenoxy)-1-(oxetane-3-yl)piperidine CC1=C(OC2CCN(CC2)C2COC2)C=CC(=C1)[N+](=O)[O-]